FC1(CC(C1)CNC[C@@H]1CC[C@H](CO1)NC=1C2=C(N=CN1)NC=C2C=O)F (4-{[(3R,6S)-6-({[(3,3-difluorocyclobutyl)methyl]amino}methyl)-3,4,5,6-tetrahydro-2H-pyran-3-yl]amino}-7H-pyrrolo[2,3-d]pyrimidin-5-yl)methanone